CCCC normal-Butan